4-[3-(1-aminoethyl)azetidin-1-yl]-N-{bicyclo[1.1.1]pentan-1-yl}-6-cyano-5-(3,5-difluorophenyl)pyridine-3-carboxamide NC(C)C1CN(C1)C1=C(C=NC(=C1C1=CC(=CC(=C1)F)F)C#N)C(=O)NC12CC(C1)C2